C1(=CC=CC=C1)P1C=C(CC1)C 1-phenyl-3-methyl-2-phospholene